1'-(6-amino-5-((2-amino-3-chloropyridin-4-yl)thio)pyrazin-2-yl)-1,3-dihydrospiro[indene-2,4'-piperidine]-1,6-diamine NC1=C(N=CC(=N1)N1CCC2(CC1)C(C1=CC(=CC=C1C2)N)N)SC2=C(C(=NC=C2)N)Cl